methyl 3-{[2-(cyclopropylmethyl)-1,3-thiazole-5-carbonyl]amino}-4-ethylbenzoate C1(CC1)CC=1SC(=CN1)C(=O)NC=1C=C(C(=O)OC)C=CC1CC